1-(2-(6-(4-(pyridin-2-yloxy)phenyl)quinazolin-8-yl)pyrrolidin-1-yl)but-2-yn-1-one N1=C(C=CC=C1)OC1=CC=C(C=C1)C=1C=C2C=NC=NC2=C(C1)C1N(CCC1)C(C#CC)=O